[15NH2][13C@@H]([13CH2][13CH]([13CH3])[13CH3])[13C](=O)O [15N,13C6]-leucine